2-(tetrahydro-2H-pyran-2-yl)pyridazine O1C(CCCC1)N1NC=CC=C1